CC=1C=NCN(C1)C=1C=NN(C1)C 5-methyl-N-(1-methyl-1H-pyrazol-4-yl)pyrimidin